5-fluoro-N-(2-methoxy-4-methylpyridin-3-yl)-4-(3-oxo-5,6-dihydro-3H-[1,2,4]triazolo[3,4-c][1,4]oxazin-2(8H)-yl)-2-{[(2S)-1,1,1-trifluoropropan-2-yl]oxy}benzamide platinum nickel salt [Ni].[Pt].FC=1C(=CC(=C(C(=O)NC=2C(=NC=CC2C)OC)C1)O[C@H](C(F)(F)F)C)N1N=C2COCCN2C1=O